C1CCNC(C1)C(=O)O DL-PIPECOLINIC ACID